(2-phenyl-[1,2,4]triazolo[1,5-a]pyridin-7-yl)-carbamic acid C1(=CC=CC=C1)C1=NN2C(C=C(C=C2)NC(O)=O)=N1